CC1=CC=C(C(=O)OC[C@H]2O[C@@]([C@H]3[C@@H]2OC(O3)(C)C)(\C=N/O)N3C(NC(C=C3)=O)=O)C=C1 [(3aR,4R,6R,6aR)-4-(2,4-dioxopyrimidin-1-yl)-4-[(Z)-hydroxyiminomethyl]-2,2-dimethyl-6,6a-dihydro-3aH-furo[3,4-d][1,3]dioxol-6-yl]methyl 4-methylbenzoate